BrC=1N=C(SC1)C(=O)N(C1=CC=C(C2=NON=C21)[N+](=O)[O-])C2=C(C=C(C=C2)F)C2CC2 4-Bromo-N-(2-cyclopropyl-4-fluorophenyl)-N-(7-nitrobenzo[c][1,2,5]oxadiazol-4-yl)thiazole-2-carboxamide